neopentyl glycol disodium salt [Na].[Na].OCC(C)(CO)C